C(C)C1=CC=C(C=C1)C1CC(=NN1C(CC)=O)C=1SC=C(C1)C (5-(4-Ethylphenyl)-1-propionyl-4,5-dihydro-1H-pyrazol-3-yl)-4-methylthiophene